O[C@@H](C)[C@@H]([C@H]([C@@H](C)O)O)O (2S,3S,4S,5R)-2,3,4,5-Tetrahydroxyhexan